Cl.NC(C(=O)N1CCN(CC1)C(=O)NC1=NC(N(C=C1)C1=CC=C(C=C1)CN(CC(C)C)[C@@H]1CC[C@H](CC1)N)=O)(C)C 4-(2-Amino-2-methylpropanoyl)-N-(1-(4-(((trans-4-aminocyclohexyl)(isobutyl)amino)methyl)phenyl)-2-oxo-1,2-dihydropyrimidin-4-yl)piperazine-1-carboxamide hydrochloride salt